Ethyl 8-acetamido-6-fluoro-5-methyl-1-oxo-1,2,3,4-tetrahydronaphthalene-2-carboxylate C(C)(=O)NC=1C=C(C(=C2CCC(C(C12)=O)C(=O)OCC)C)F